COC1=CC(=CC2=C1N(C=N2)C)C(=O)OC(C)C Isopropyl 7-methoxy-1-methyl-benzimidazole-5-carboxylate